Ethyl-(Z)-2-(5-benzylidene-2,4-dioxooxazolidin-3-yl)acetic acid Ethyl ester C(C)OC(C(N1C(O\C(\C1=O)=C/C1=CC=CC=C1)=O)CC)=O